ClC1=CC=C(C=C1)S(=O)(=O)\N=C(/NCCNS(N)(=O)=O)\N1N=C([C@H](C1)C1=CC=CC=C1)C1=CC=C(C=C1)F (S,E)-N'-((4-chlorophenyl)sulfonyl)-3-(4-fluorophenyl)-4-phenyl-N-(2-(sulfamoylamino)ethyl)-4,5-dihydro-1H-pyrazole-1-carboximidamide